6-bromo-7-(chloromethyl)-3-ethyl-4-thioxo-3,4-dihydroquinazolin-2(1H)-one BrC=1C=C2C(N(C(NC2=CC1CCl)=O)CC)=S